methyl 2-[(6-bromo-3-pyridyl)methyl]-3-(2-methoxyethyl)benzimidazole-5-carboxylate BrC1=CC=C(C=N1)CC=1N(C2=C(N1)C=CC(=C2)C(=O)OC)CCOC